(S)-(5-(1H-pyrazol-3-yl)-1,3,4-oxadiazol-2-yl)(4-(5-methylbenzo[d]oxazol-2-yl)-6,7-dihydro-1H-imidazo[4,5-c]pyridin-5(4H)-yl)methanone N1N=C(C=C1)C1=NN=C(O1)C(=O)N1[C@@H](C2=C(CC1)NC=N2)C=2OC1=C(N2)C=C(C=C1)C